S-(2-(3-((R)-2,4-dihydroxy-3,3-dimethylbutanamido)propanamido)ethyl) (S)-3-hydroxybutanethioate O[C@H](CC(SCCNC(CCNC([C@@H](C(CO)(C)C)O)=O)=O)=O)C